C(C)C1=NC=2CCCCC2C(=N1)NC=1C(=NNC1)C(=O)NC1=CC=C(C=C1)N1CCNCC1 4-((2-Ethyl-5,6,7,8-tetrahydroquinazolin-4-yl)amino)-N-(4-(piperazin-1-yl)phenyl)-1H-pyrazole-3-carboxamide